3-(3-piperazinyl)propyl-5-cyano-1H-indole N1CC(NCC1)CCCN1C=CC2=CC(=CC=C12)C#N